FCCCN1CC(C1)OC1=CC=C(OC=2C3=C(SC2C(=O)C2=C(C=CC=C2)C)C=C(C=C3)O)C=C1 (3-(4-((1-(3-fluoropropyl)azetidin-3-yl)oxy)phenoxy)-6-hydroxybenzo[b]thiophen-2-yl)(o-tolyl)methanone